CC(C=O)N(C(CCC(NCCOCCOCCC(=O)O)=O)=O)C 2,3-dimethyl-1,4,7-trioxo-11,14-dioxa-3,8-diaza-heptadecane-17-oic acid